CC(C)(C)[S@@](=O)N[C@H](C)C=1C=C(C=C2C(N3C(=NC12)N1C(CC3)CCCC1)=O)C (R)-2-methyl-N-((1R)-1-(10-methyl-8-oxo-2,3,4,4a,5,6-hexahydro-1H,8H-pyrido[1',2':3,4]pyrimido[2,1-b]quinazolin-12-yl)ethyl)propane-2-sulfinamide